N1(CCCCC1)C(CC(=O)O)C 3-(piperidin-1-yl)butyric acid